CN1CN(C=C1)CCCCCCCC 1-methyl-3-n-octylimidazole